2-bromo-1-(2,2,2-trifluoroethyl)imidazole BrC=1N(C=CN1)CC(F)(F)F